NC1=C(C2=C(N=C(N=C2C2C(C2)(F)F)C)N1C1=C(C(=CC=C1C)O)C)C(=O)N 6-amino-4-(2,2-difluorocyclopropyl)-7-(3-hydroxy-2,6-dimethylphenyl)-2-methyl-7H-pyrrolo[2,3-d]pyrimidine-5-carboxamide